methyl 2-[[5-benzyloxy-2-fluoro-4-(1-hydroxy-1-methyl-ethyl) phenyl] methyl]-1H-benzimidazole-5-carboxylate C(C1=CC=CC=C1)OC=1C(=CC(=C(C1)CC1=NC2=C(N1)C=CC(=C2)C(=O)OC)F)C(C)(C)O